3-[(4-bromophenyl)-difluoro-methyl]pyrrolidine hydrochloride Cl.BrC1=CC=C(C=C1)C(C1CNCC1)(F)F